(3S)-3-(2-(5-(2-(azetidin-1-yl)ethyl)-2-oxo-4-(trifluoromethyl)pyridin-1(2H)-yl)-4-methylpentanamido)-3-(5'-cyano-4-fluoro-2',5-dimethyl-[1,1'-biphenyl]-3-yl)propanoic acid N1(CCC1)CCC=1C(=CC(N(C1)C(C(=O)N[C@@H](CC(=O)O)C=1C=C(C=C(C1F)C)C1=C(C=CC(=C1)C#N)C)CC(C)C)=O)C(F)(F)F